BrC=1C=C2C=CNC(C2=CN1)=O 6-bromo-2H-2,7-naphthyridin-1-one